C12CN(CC2C1)C1=CN=CC(=N1)C=1N=NN(C1)C(C)C1=CC=C(N=N1)N1C[C@@H](CCC1)NCC1CCC1 (3R)-1-(6-(1-(4-(6-(3-azabicyclo[3.1.0]hexan-3-yl)pyrazin-2-yl)-1H-1,2,3-triazol-1-yl)ethyl)pyridazin-3-yl)-N-(cyclobutylmethyl)piperidin-3-amine